NC=1C=2N(C=CN1)C(=CN2)C(C2=C(C=NC(=C2)C2=C(C=C(C(=C2)F)F)F)N2CC(CCC2)(C(NC)=O)NC(OC(C)(C)C)=O)O tert-butyl (1-(4-((8-aminoimidazo[1,2-a]pyrazin-3-yl)(hydroxy)methyl)-6-(2,4,5-trifluorophenyl)pyridin-3-yl)-3-(methylcarbamoyl)piperidin-3-yl)carbamate